CN(CCC1(C(C=C(C=C1)NC1=NC=CC(=N1)C1=CNC2=C(C=CC=C12)F)N)NC)C 1-(2-(dimethylamino)ethyl)-N1-methyl-N4-(4-(7-fluoro-1H-indol-3-yl)pyrimidin-2-yl)benzene-1,2,4-triamine